C(C(C)C)N1CC2(CN(C2)C2=CC=C(C=C2)C2=CC=C3C(=N2)N(C(=N3)C3=CC=C(C=C3)S(=O)(=O)C)C)C1 5-(4-(6-isobutyl-2,6-diazaspiro[3.3]hept-2-yl)phenyl)-3-methyl-2-(4-(methylsulfonyl)phenyl)-3H-imidazo[4,5-b]pyridine